3-(3-hydroxy-4-methoxyphenyl)propan-1-one OC=1C=C(C=CC1OC)CCC=O